O1C(=NC=C1)NC=O N-oxazol-2-yl-carboxamide